NC1=C(C=C(C=N1)N1CC(N(CC1)C(=O)OC(C)(C)C)(C)C)F tert-butyl 4-(6-amino-5-fluoropyridin-3-yl)-2,2-dimethylpiperazine-1-carboxylate